COC(C1=CC(=CC=C1)OCCCC(=O)NCC(=O)OCC1=CC=CC=C1)=O 3-(4-((2-(benzyloxy)-2-oxoethyl)amino)-4-oxobutoxy)benzoic acid methyl ester